C[C@H]1CNCC[C@@H]1O (3S,4S)-3-methylpiperidin-4-ol